N-(3-Fluoro-5-(trifluoromethyl)phenyl)-2-hydroxybenzamide FC=1C=C(C=C(C1)C(F)(F)F)NC(C1=C(C=CC=C1)O)=O